ClC1=C(C=C(C=C1N1CCNCC1)OC(F)F)NC1=NC=2N(C(=N1)N(CC1=CC=C(C=C1)OC)C1CC1)N=CC2C#N 2-{[2-chloro-5-(difluoromethoxy)-3-(piperazin-1-yl)phenyl]amino}-4-{cyclopropyl-[(4-methoxyphenyl)methyl]amino}pyrazolo[1,5-a][1,3,5]triazine-8-carbonitrile